3-(5-(1-benzyl-2-methylpiperidin-4-yl)-1-oxoisoindolin-2-yl)piperidine-2,6-dione magnesium Stearate C(CCCCCCCCCCCCCCCCC)(=O)[O-].[Mg+2].C(C1=CC=CC=C1)N1C(CC(CC1)C=1C=C2CN(C(C2=CC1)=O)C1C(NC(CC1)=O)=O)C.C(CCCCCCCCCCCCCCCCC)(=O)[O-]